ClC1=C(C=CC=C1C1=C(C(=NC=C1)C1=CC(=C(C(=C1)C)CNC[C@@H](C)O)OC)Cl)C1=CC=C(C(=N1)OC)CNC[C@@H]1CCC(N1)=O (S)-5-((((6-(2-chloro-3-(3-chloro-2-(4-((((R)-2-hydroxypropyl)amino)methyl)-3-methoxy-5-methylphenyl)pyridin-4-yl)phenyl)-2-methoxypyridin-3-yl)methyl)amino)methyl)pyrrolidin-2-one